Isopropyl 7-isopropoxy-2-(1,3,3-trimethyl-2-oxabicyclo[2.1.1]hexan-4-yl)imidazo[1,2-a]pyrimidine-6-carboxylate C(C)(C)OC1=NC=2N(C=C1C(=O)OC(C)C)C=C(N2)C21C(OC(C2)(C1)C)(C)C